tert-butyl (1R,3R,5R)-3-((4-methyl-3-(pyrrolo[2,1-f][1,2,4]triazin-2-yl)phenyl)carbamoyl)-2-azabicyclo[3.1.0]hexane-2-carboxylate CC1=C(C=C(C=C1)NC(=O)[C@@H]1N([C@@H]2C[C@@H]2C1)C(=O)OC(C)(C)C)C1=NN2C(C=N1)=CC=C2